Methanesulfonyl Azide CS(=O)(=O)N=[N+]=[N-]